OC=1C=C2CC[C@@H]([C@@H](C2=CC1)C1=CC=C(C=C1)N1CCCCC1)CCC(C)C 1-(4-((1R,2S)-6-Hydroxy-2-isopentyl-1,2,3,4-tetrahydronaphthalen-1-yl)phenyl)piperidine